(S)-5-(7-fluoro-imidazo[1,2-a]pyridin-3-yl)-8-((5-(2-(2-hydroxy-propan-2-yl)morpholino)pyridin-2-yl)amino)isoquinolin-1(2H)-one FC1=CC=2N(C=C1)C(=CN2)C2=C1C=CNC(C1=C(C=C2)NC2=NC=C(C=C2)N2C[C@H](OCC2)C(C)(C)O)=O